bis(2,4,6-trichlorophenyl) 5-methylpyridine-2,4-dicarboxylate CC=1C(=CC(=NC1)C(=O)OC1=C(C=C(C=C1Cl)Cl)Cl)C(=O)OC1=C(C=C(C=C1Cl)Cl)Cl